6-[(2R,4S)-4-fluoro-2-[3-fluoro-5-(methylsulfanyl)phenyl]pyrrolidin-1-yl]-N-[(3S)-pyrrolidin-3-yl]imidazo[1,2-b]pyridazine-3-carboxamide F[C@H]1C[C@@H](N(C1)C=1C=CC=2N(N1)C(=CN2)C(=O)N[C@@H]2CNCC2)C2=CC(=CC(=C2)SC)F